COC=1C=CC=2C3=C(C=NC2N1)COC(N3CC3CCNCC3)=O 8-methoxy-1-(piperidine-4-ylmethyl)-1,4-dihydro-2H-[1,3]oxazino[5,4-c][1,8]naphthyridin-2-one